((2S,5R)-5-(5-((2,4-dimethoxybenzyl)amino)-7,9-difluoro-[1,2,4]triazolo[1,5-c]quinazolin-2-yl)-2-methylpiperidin-1-yl)(5-(hydroxymethyl)-4-methylpyridin-2-yl)methanone COC1=C(CNC2=NC=3C(=CC(=CC3C=3N2N=C(N3)[C@@H]3CC[C@@H](N(C3)C(=O)C3=NC=C(C(=C3)C)CO)C)F)F)C=CC(=C1)OC